BrC1=C(C=C(C=C1)C(F)(F)F)S(=O)(=O)C 1-bromo-2-mesyl-4-(trifluoromethyl)benzene